O=C1NC(CCC1N1C(C2=CC=C(C=C2C1)NCCOCCOC=1C=C(CNC(OC(C)(C)C)=O)C=CC1)=O)=O tert-butyl (3-(2-(2-((2-(2,6-dioxopiperidin-3-yl)-1-oxoisoindolin-5-yl)amino)ethoxy)ethoxy)benzyl)carbamate